C(/C1=CC=CC=C1)=C/1\C(N\C(\C(N1)=O)=C(\[2H])/C=1N=CNC1C(C)(C)C)=O (3Z,6Z)-3-benzylidene-6-[(5-tert-butyl-1H-imidazole-4-yl)deuteromethylene]piperazine-2,5-dione